1-((3R,5R,8S,9S,10S,13S,14S,17S)-10-ethyl-3-hydroxy-3,13-dimethylhexadecahydro-1H-cyclopenta[a]phenanthren-17-yl)-2-(1H-1,2,3-triazol-1-yl)ethan-1-one C(C)[C@]12[C@H]3CC[C@@]4([C@H](CC[C@H]4[C@@H]3CC[C@@H]2C[C@](CC1)(C)O)C(CN1N=NC=C1)=O)C